FC1C(CC(OC1)C(=O)N1[C@H](C2=CC=CC=C2CC1)C1=CC=C(C=C1)F)=O 5-fluoro-2-((S)-1-(4-fluorophenyl)-1,2,3,4-tetrahydroisoquinoline-2-carbonyl)tetrahydro-4H-pyran-4-one